3-methyl-5-tert-butyl-1,2-phenylene dibenzoate C(C1=CC=CC=C1)(=O)OC1=C(C(=CC(=C1)C(C)(C)C)C)OC(C1=CC=CC=C1)=O